P(=S)(SCC(C)C)(OCC(C)C)[O-].[Na+] sodium diisobutyl dithiophosphate